CCCC\C=C\CCCCCCCCCCCCCC (E)-5-eicosene